(R)-6-((1-(5-bromopyrazin-2-yl)pyrrolidin-3-yl)methyl)-2,5,7-trimethyl-[1,2,4]triazolo[1,5-a]pyrimidine BrC=1N=CC(=NC1)N1C[C@@H](CC1)CC=1C(=NC=2N(C1C)N=C(N2)C)C